5-[1-hydroxy-2-(3-methoxyphenylamino)ethyl]-1,3,4-oxadiazole-2(3H)-thione OC(CNC1=CC(=CC=C1)OC)C1=NNC(O1)=S